C12CCC(CC1)C(=O)OCCOC2=O ethylene 1,4-cyclohexanedicarboxylate